C(CCCCC)C(C(=O)[O-])CCCCCCCC.[Zn+2].ClC=1C=C(C=CC1F)NC1=NC=NC2=CC=C(C(=C12)C1=CC=CC=C1)NC(C=CC1N(CCC1)C)=O.C(CCCCC)C(C(=O)[O-])CCCCCCCC N-(4-((3-chloro-4-fluorophenyl)amino)-5-phenylquinazolin-6-yl)-3-(1-methylpyrrolidin-2-yl)acrylamide zinc 2-hexyl-decanoate